4-(4-(4-(((8-Acryloyl-8-azabicyclo[3.2.1]octan-3-yl)methyl)amino)-6-aminopyrimidin-5-yl)phenoxy)benzonitril C(C=C)(=O)N1C2CC(CC1CC2)CNC2=NC=NC(=C2C2=CC=C(OC1=CC=C(C#N)C=C1)C=C2)N